2,7-bis(glycidyloxy)-1-[2-(glycidyloxy)-1-naphthylmethyl]naphthalene C(C1CO1)OC1=C(C2=CC(=CC=C2C=C1)OCC1CO1)CC1=C(C=CC2=CC=CC=C12)OCC1CO1